ClC1=C(C=CC=C1)C=1C=C(C=NC1)C(=O)NC1=C(C=CC(=C1)C(N[C@@H]1[C@H](CCCC1)O)=O)C 5-(2-chlorophenyl)-N-(5-{[(1S,2S)-2-hydroxycyclohexyl]carbamoyl}-2-methylphenyl)pyridine-3-carboxamide